ClC=1C=C(NC1)C1=NOC(=N1)[C@@H]1CC[C@H]2N(C(C3=C(CC2)C=C(N=C3)F)=O)C1 (6aR,9R)-9-[3-(4-chloro-1H-pyrrol-2-yl)-1,2,4-oxadiazol-5-yl]-3-fluoro-6,6a,7,8,9,10-hexahydrodipyrido[1,2-a:4',3'-e]azepin-12(5H)-one